FC1=CC=C(C=C1)C1CCN(CC1)C(=O)C1CC2(C1)NCOC2 (2s,4s)-2-(4-(4-Fluorophenyl)piperidine-1-carbonyl)-7-oxa-5-azaspiro[3.4]octan